[Br-].C(N)(=O)C=1C=[N+](C=CC1)COC(=O)OC1=C(C=CC=C1C(C)C)C(C)C 3-carbamoyl-1-((((2,6-diisopropylphenoxy)carbonyl)oxy)methyl)pyridin-1-ium bromide